NC=1C=2N(C=CN1)C(=NC2Br)C21CC(C(CC2(F)F)(CC1)C(=O)OCC)(F)F ethyl 4-(8-amino-1-bromoimidazo[1,5-a]pyrazin-3-yl)-2,2,5,5-tetrafluorobicyclo[2.2.2]octane-1-carboxylate